ClC=1C(=C(CN2CC[C@H](C2)F)C=CC1)F (2S,4R)-N-(3-chloro-2-fluorobenzyl)-4-fluoropyrrolidine